ClC=1C(=C(OC=2N=NC(=CC2C2=NOC[C@H](N2)CC2=C(C=C(C=C2)C)Cl)C)C=CC1)F (5R)-3-[3-(3-chloro-2-fluorophenoxy)-6-methylpyridazin-4-yl]-5-(2-chloro-4-methylbenzyl)-5,6-dihydro-4H-1,2,4-oxadiazine